tert-butyl (2R,6S)-4-(2-chloro-6-((1-(methoxycarbonyl)-1,2,3,4-tetrahydronaphthalen-1-yl) methyl)-5-nitropyrimidin-4-yl)-2,6-dimethylpiperazine-1-carboxylate ClC1=NC(=C(C(=N1)N1C[C@H](N([C@H](C1)C)C(=O)OC(C)(C)C)C)[N+](=O)[O-])CC1(CCCC2=CC=CC=C12)C(=O)OC